ClC1=NN2C(N=CC3=C2[C@@](CN3C(=O)NC3CCC(CC3)(F)F)(C(F)(F)F)C)=C1 (R)-2-chloro-N-(4,4-difluorocyclohexyl)-8-methyl-8-(trifluoromethyl)-7,8-dihydro-6H-pyrazolo[1,5-a]pyrrolo[2,3-e]pyrimidine-6-carboxamide